(E)-N-(but-2-enoyl)benzamide C(\C=C\C)(=O)NC(C1=CC=CC=C1)=O